CC=1C(C2=C(CCN(CC2)C2=NC=NC=C2)C(C1C)=O)=O 7,8-dimethyl-3-(pyrimidin-4-yl)-2,3,4,5-tetrahydro-1H-benzo[d]azepine-6,9-dione